1-[3-(benzyloxy)phenyl]ethan-1-one C(C1=CC=CC=C1)OC=1C=C(C=CC1)C(C)=O